N,N-bis[beta-(3,5-di-t-butyl-4-hydroxyphenyl)propionyl]hydrazine C(C)(C)(C)C=1C=C(C=C(C1O)C(C)(C)C)CCC(=O)N(N)C(CCC1=CC(=C(C(=C1)C(C)(C)C)O)C(C)(C)C)=O